Cl.C[C@H]1NCCC2=CC=CC=C12 (R)-1-methyl-1,2,3,4-tetrahydroisoquinoline hydrochloride